tris-(2-methoxyphenyl)bismuth COC1=C(C=CC=C1)[Bi](C1=C(C=CC=C1)OC)C1=C(C=CC=C1)OC